CC1N(C(CCC1)C)B(I)I (2,6-dimethyl-piperidino)diiodoborane